C1=CC(=CC=C1N)[N+](=O)[O-] p-nitrophenylamine